N-[(1R,2S)-2-hydroxy-1-hydroxymethyl-2-(2-tridecyl-1-cyclopropenyl)ethyl]octanamide ethyl-5-((4'-(3,3-difluorocyclobutyl)-[1,1'-biphenyl]-4-yl)oxy)-1H-1,2,3-triazole-4-carboxylate C(C)OC(=O)C=1N=NNC1OC1=CC=C(C=C1)C1=CC=C(C=C1)C1CC(C1)(F)F.O[C@H]([C@@H](CO)NC(CCCCCCC)=O)C1=C(C1)CCCCCCCCCCCCC